N-(2,2-difluoroethyl)-2,2-dimethoxyethanamine FC(CNCC(OC)OC)F